1-Ethyl-4-oxo-8-[[2-[2-oxo-3-(3-oxo-4H-pyrazino[2,3-b][1,4]oxazin-6-yl)-1,3-oxazolidin-5-yl]ethylamino]methyl]-8,9-dihydro-7H-cyclopenta[h]chinolin C(C)N1C=CC(C2=CC=C3C(=C12)CC(C3)CNCCC3CN(C(O3)=O)C3=NC1=C(OCC(N1)=O)N=C3)=O